N(=[N+]=[N-])C1CC(C1)O 3-Azidocyclobutanol